OC1=C(C=CC=C1)C1(CC1)NC(OCCCC)=O r-Butyl (1-(2-hydroxyphenyl)cyclopropyl)carbamate